5-(1H-imidazol-5-yl)-4-methoxy-2H-indazole-7-carboxamide N1C=NC=C1C1=C(C2=CNN=C2C(=C1)C(=O)N)OC